C(C#CC)C=1N=C2N(N(C(C=C2N2C[C@H](N(C[C@@H]2CC)C(=O)OC(C)(C)C)CC)=O)C)C1 tert-butyl (2R,5S)-4-(2-(but-2-yn-1-yl)-5-methyl-6-oxo-5,6-dihydroimidazo[1,2-b]pyridazin-8-yl)-2,5-diethylpiperazine-1-carboxylate